C[Si](CCOCC1=NNC=2CCCC(C12)=O)(C)C ((2-(trimethylsilyl)ethoxy)methyl)-6,7-dihydro-5H-indazol-4-one